5-oxo-4H-1,2,4-oxadiazole-3-carboxamide O=C1NC(=NO1)C(=O)N